methyl (2S,3R)-3-((tert-butyldimethylsilyl)oxy)-2-(1,1-dioxidothiomorpholino)butanoate [Si](C)(C)(C(C)(C)C)O[C@@H]([C@@H](C(=O)OC)N1CCS(CC1)(=O)=O)C